[Cl-].[Mn+3].C(C)C1=C2NC(=C1CC)C=C1C(=C(C(=N1)C=C1C(=C(C(N1)=CC=1C(=C(C(N1)=C2)CC)CC)CC)CC)CC)CC.[Cl-].[Cl-] 2,3,7,8,12,13,17,18-octaethyl-21H,23H-porphin manganese (III) chloride